N[C@H]1CS(C2=C(N(C1=O)CC1=CC=C(C=C1)Cl)C=C(C(=C2)F)C=2OC(=NN2)C(C(F)(F)F)N)(=O)=O (3R)-3-amino-7-[5-(1-amino-2,2,2-trifluoro-ethyl)-1,3,4-oxadiazol-2-yl]-5-[(4-chlorophenyl)methyl]-8-fluoro-1,1-dioxo-2,3-dihydro-1λ6,5-benzothiazepin-4-one